BrC1=C(C(=CC(=C1)C(C(F)(F)F)(C(C(F)(F)F)(F)F)F)C(F)F)NC(C1=C(C(=CC=C1)N(C(=O)C=1C=NC(=CC1)F)OC(=O)C1CC1)F)=O N-(2-Bromo-4-(perfluorobutan-2-yl)-6-(difluoromethyl)phenyl)-2-fluoro-3-(((cyclopropanecarbonyl)oxy)(6-fluoropyridine-3-carbonyl)amino)benzamide